OC(C(C)(C1=NC=C(C=C1)C(F)(F)F)C)C1=CC=C(C=N1)NC(OC(C)(C)C)=O Tert-butyl (6-(1-hydroxyl-2-methyl-2-(5-(trifluoromethyl)pyridin-2-yl)propyl)pyridin-3-yl)carbamate